N-[(6-Amino-2-pyridyl)sulfonyl]-2-[(2S,5R)-2,5-dimethylpyrrolidin-1-yl]-6-(4-isobutoxy-2-pyridyl)pyridin-3-carboxamid NC1=CC=CC(=N1)S(=O)(=O)NC(=O)C=1C(=NC(=CC1)C1=NC=CC(=C1)OCC(C)C)N1[C@H](CC[C@H]1C)C